FC(C1=C(C=CC=C1)S(=O)(=O)N)(F)F 2-(trifluoromethyl)benzenesulfonamide